2-(4-((4-Fluorobenzyl)oxy)phenyl)imidazo[1,2-a]pyrimidine FC1=CC=C(COC2=CC=C(C=C2)C=2N=C3N(C=CC=N3)C2)C=C1